ClC1=CC=C(C(=N1)C=1C=CC2=C(C=NOB2O)C1C)NC(C)C=1C=C(C=C2C(C(=C(OC12)C(C)C)C)=O)C 8-[1-[[6-chloro-2-(1-hydroxy-5-methyl-2,3,1-benzoxazaborinin-6-yl)-3-pyridyl]amino]ethyl]-2-isopropyl-3,6-dimethyl-chromen-4-one